BrC=1C2=C(C=NC1)C(=CN2C2=C1C=NN(C1=CC(=C2C)F)C2OCCCC2)C#N 7-bromo-1-(6-fluoro-5-methyl-1-(tetrahydro-2H-pyran-2-yl)-1H-indazol-4-yl)-1H-pyrrolo[3,2-c]pyridine-3-carbonitrile